C(C)(C)ONC(=O)N1CCC(CC1)OC1=CC=C(C=C1)C=1C=CC=2N(C1C)N=CC2 N-isopropoxy-4-[4-(7-methylpyrazolo[1,5-a]pyridin-6-yl)phenoxy]piperidine-1-carboxamide